2-methylpropyl acetate Isobutyl-Acetate C(C(C)C)OC(C)=O.C(C)(=O)OCC(C)C